ClC1=NC=CC(=N1)N1[C@H]([C@H](CCC1)C(=O)NC1=CC(=C(C=C1)C)C(F)(F)F)C1=CC=C(C=C1)NC1CCCC1 (2R,3S)-1-(2-chloropyrimidin-4-yl)-2-(4-(cyclopentylamino)phenyl)-N-(4-methyl-3-(trifluoromethyl)phenyl)piperidine-3-carboxamide